(1s,2r)-2-((6-(5-chloro-6-fluoro-7-(isopropylamino)-1H-indazol-4-yl)imidazo[1,2-a]pyrazin-2-yl)carbamoyl)cyclopropane-1-carboxylic acid ClC=1C(=C2C=NNC2=C(C1F)NC(C)C)C=1N=CC=2N(C1)C=C(N2)NC(=O)[C@H]2[C@H](C2)C(=O)O